N-(4-(dimethylamino)cyclohexyl)-2,3-dimethyl-1H-indole-5-carboxamide CN(C1CCC(CC1)NC(=O)C=1C=C2C(=C(NC2=CC1)C)C)C